C(#N)[C@]1(CC12CC2)C=2C=C1C=C(N=CC1=CC2)NC(=O)C2C(C2C=2C=NN(C2)C)C N-(6-((S)-1-cyanospiro[2.2]pentan-1-yl)isoquinolin-3-yl)-2-methyl-3-(1-methyl-1H-pyrazol-4-yl)cyclopropane-1-carboxamide